(E)-N-(1-phenyl-3-(1H-1,2,4-triazol-1-yl)propan-2-yl)-3-(quinolin-4-yl)acrylamide C1(=CC=CC=C1)CC(CN1N=CN=C1)NC(\C=C\C1=CC=NC2=CC=CC=C12)=O